C(CCCCCCCCCCCCCCCCC)(=O)O.C(CCCCCCCCCCCCCCCCC)(=O)O.C(CCCCCCCCCCCCCCCCC)(=O)O.OCC(C)(CO)C neopentyl glycol tristearate